FC1=CC=C(C=C1)NC(=O)C1(CC1)C(=O)NC1=CC=C(C=C1)OC1=CC=NC2=CC(=C(C=C12)NC(NC)=O)OC 1-N'-(4-fluorophenyl)-1-N-[4-[7-methoxy-6-(methylcarbamoylamino)quinolin-4-yl]oxyphenyl]cyclopropane-1,1-dicarboxamide